(5-bromopyrimidin-2-yl)thiazole BrC=1C=NC(=NC1)C=1SC=CN1